tert-Butyl (2R,5R)-2-formyl-5-(4-methoxyphenyl)pyrrolidine-1-carboxylate C(=O)[C@@H]1N([C@H](CC1)C1=CC=C(C=C1)OC)C(=O)OC(C)(C)C